cyclohexanedimethanol naphthalate C1(=CC=CC2=CC=CC=C12)C(=O)OCC1(CCCCC1)CO